FC=1C(=NC=C(C1)C(F)(F)F)NC[C@@H]1[C@@H](O[C@@H](CN1C(=O)C1=NC(=CC=C1C1=NC=CC=C1)C)C)C ((2S,3R,6R)-3-(((3-Fluoro-5-(trifluoromethyl)pyridin-2-yl)amino)methyl)-2,6-dimethylmorpholino)(6'-methyl-[2,3'-bipyridin]-2'-yl)methanone